ClC=1C(=CC(=C(C(=O)NC2=CC(NC=C2)=O)C1)CC1=C(C=C(C=C1)F)C)C(F)(F)F 5-chloro-2-(4-fluoro-2-methylbenzyl)-N-(2-oxo-1,2-dihydropyridin-4-yl)-4-(trifluoromethyl)benzamide